tetramethylnaphthalenediamine CC1=C(C2=C(C(=C(C(=C2C=C1)N)N)C)C)C